N-(5-Chloro-6-(4-cyano-2H-1,2,3-triazol-2-yl)pyridin-3-yl)-1-(chinolin-5-yl)-5-(trifluoromethyl)-1H-pyrazol-4-carboxamid ClC=1C=C(C=NC1N1N=CC(=N1)C#N)NC(=O)C=1C=NN(C1C(F)(F)F)C1=C2C=CC=NC2=CC=C1